COC1=CC=C(CN2C(C3=C(C=4C=CC=NC24)CCN(C3)CC3=CC(=CC=C3)F)=O)C=C1 6-(4-Methoxybenzyl)-3-(3-fluorobenzyl)-2,3,4,6-tetrahydropyrido[3,4-c][1,8]naphthyridine-5(1H)-one